O=S1(NCCC1CNC1=NC=C(C=2N=CN(C(C21)=O)C)C2=CC=C(C=C2)C(F)(F)F)=O 5-(((1,1-dioxidoisothiazolidin-5-yl)methyl)amino)-3-methyl-8-(4-(trifluoromethyl)phenyl)pyrido[4,3-d]pyrimidin-4(3H)-one